ClC1=CC=C(C=C1)C(C(=O)N[C@H](C(=O)N[C@H](CCC(=O)OCC)C(=O)OCC)CC1=CC=NC=C1)(C)C Diethyl ((S)-2-(2-(4-chlorophenyl)-2-methylpropanamido)-3-(pyridin-4-yl)propanoyl)-D-glutamate